N-(4-{1-[(3-methoxyphenyl)carbonyl]piperidin-4-yl}butyl)imidazo[1,2-a]pyridine-6-carboxamide COC=1C=C(C=CC1)C(=O)N1CCC(CC1)CCCCNC(=O)C=1C=CC=2N(C1)C=CN2